NC1CCC(CC1)N(C1=C2CN(C(C2=CC=C1)=O)C1C(NC(CC1)=O)=O)CCC(C)(C)C 3-(4-(((1r,4r)-4-aminocyclohexyl)(3,3-dimethylbutyl)amino)-1-oxoisoindolin-2-yl)piperidine-2,6-dione